C1(=CC=C(C=C1)C1CC2C(NOC2)CC1)C 5-(p-tolyl)octahydrobenzo[c]isoxazole